FC(C(=O)O)(F)F.C=O methanone 2,2,2-trifluoroacetate